3-amino-N-(4-(ethylsulphonyl)benzyl)-4-(isopropylamino)benzamide tert-butyl-3-((2-(methylamino)-2-oxoethoxy)methyl)azepane-1-carboxylate C(C)(C)(C)OC(=O)N1CC(CCCC1)COCC(=O)NC.NC=1C=C(C(=O)NCC2=CC=C(C=C2)S(=O)(=O)CC)C=CC1NC(C)C